NC1=C(C=C(C=N1)C=1C=C2N(N1)CC[C@]21CN(CC1)C(=O)NC(C)(C)C1=CC=NC=C1)C(F)(F)F |r| (rac)-2'-[6-amino-5-(trifluoromethyl)pyridin-3-yl]-N-[2-(pyridin-4-yl)propan-2-yl]-5',6'-dihydrospiro[pyrrolidine-3,4'-pyrrolo[1,2-b]pyrazole]-1-carboxamide